(R)-3-(2-(((1-(6-amino-9H-purin-9-yl)propan-2-yl)oxy)methyl)-2-oxo-1,3,2-dioxaphosphinan-5-yl)propanoic acid NC1=C2N=CN(C2=NC=N1)C[C@@H](C)OCP1(OCC(CO1)CCC(=O)O)=O